FC(OC1=CC=C(C=C1)C1=CN=C2N1C=CN=C2NC2=CC(=C(C(=O)N)C=C2)C)F 4-[[3-[4-(difluoro-methoxy)phenyl]imidazo[1,2-a]pyrazin-8-yl]amino]-2-methylbenzamide